disodium ethanedioate C(C(=O)[O-])(=O)[O-].[Na+].[Na+]